BrC1=C(C=C(CO)C=C1)OCOC 4-Bromo-3-(methoxymethoxy)benzyl alcohol